4-(ethoxymethyl)-4-methylcyclohexane-1-carbaldehyde C(C)OCC1(CCC(CC1)C=O)C